(R)-7-(6-(1-cyclopropyl-1H-pyrazol-4-yl)-3,6-dihydro-2H-pyran-4-yl)-5-(2-fluoro-4-(trifluoromethyl)phenyl)-2,3-dimethyl-2,6-naphthyridin-1(2H)-one C1(CC1)N1N=CC(=C1)[C@H]1C=C(CCO1)C1=NC(=C2C=C(N(C(C2=C1)=O)C)C)C1=C(C=C(C=C1)C(F)(F)F)F